4-(6-(6-(4-ethynyl-3,5-difluorobenzoyl)-3,6-diazabicyclo[3.1.1]heptan-3-yl)pyridin-3-yl)-6-(2-hydroxy-2-methylpropyloxy)pyrazolo[1,5-a]pyridine-3-carbonitrile C(#C)C1=C(C=C(C(=O)N2C3CN(CC2C3)C3=CC=C(C=N3)C=3C=2N(C=C(C3)OCC(C)(C)O)N=CC2C#N)C=C1F)F